ClC=1C(=C(C=CC1F)C(CCC1=CC=C(C=C1)Cl)NS(=O)C(C)(C)C)F N-(1-(3-chloro-2,4-difluorophenyl)-3-(4-chlorophenyl)propyl)-2-methylpropane-2-sulfinamide